FC1=C(C=C)C=C(C=C1)F 2,5-difluoro-styrene